2-((1-(dimethylamino)propan-2-yl)oxy)-4-(piperazin-1-yl)-7-(1-((2-(trimethylsilyl)ethoxy)methyl)-1H-indazol-4-yl)-5,6,7,8-tetrahydro-1,7-naphthyridine-3-carbonitrile CN(CC(C)OC1=NC=2CN(CCC2C(=C1C#N)N1CCNCC1)C1=C2C=NN(C2=CC=C1)COCC[Si](C)(C)C)C